C(C1=CC=CC=C1)SC1=CC(=C(C=C1)NC1=NC=C(C(=N1)C1CCC2(OCCO2)CC1)C(F)(F)F)C N-(4-benzylsulfanyl-2-methyl-phenyl)-4-(1,4-dioxaspiro[4.5]decan-8-yl)-5-(trifluoromethyl)pyrimidin-2-amine